ClC1=C(C(=C(C=C1OC)OC)Cl)C1=NC(=C2C=C(N=CC2=C1)N[C@H]1[C@H](CN(C1)CCN(C)C)NC(C=C)=O)NC1COC1 N-((3S,4R)-4-((7-(2,6-dichloro-3,5-dimethoxyphenyl)-5-(oxetan-3-ylamino)-2,6-naphthyridin-3-yl)amino)-1-(2-(dimethylamino)ethyl)pyrrolidin-3-yl)acrylamide